(R)-6-((3-(2,3-Dichloro-6-fluorophenyl)-1-(2-fluoroacryloyl)pyrrolidin-3-yl)amino)-3-(methyl-d3)quinazolin-4(3H)-one ClC1=C(C(=CC=C1Cl)F)[C@]1(CN(CC1)C(C(=C)F)=O)NC=1C=C2C(N(C=NC2=CC1)C([2H])([2H])[2H])=O